CN1N=CC=2C1=NC=NC2NCC=2C=CC(=NC2)S(=O)(=O)N 5-(((1-Methyl-1H-pyrazolo[3,4-d]pyrimidin-4-yl)amino)methyl)pyridine-2-sulfonamide